N-(2-(2-(2-azidoethoxy)ethoxy)ethyl)-6,11-dioxo-6,11-dihydro-5H-benzo[b]carbazole-2-carboxamide N(=[N+]=[N-])CCOCCOCCNC(=O)C=1C=C2C=3C(C4=C(C(C3NC2=CC1)=O)C=CC=C4)=O